(R)-2-((5-(2-(6-((2,2-difluoroethyl)amino)-2-methylhexan-3-yl)-2,6-diazaspiro[3.4]octan-6-yl)-1,2,4-triazin-6-yl)oxy)-N-ethyl-5-fluoro-N-isopropylbenzamide FC(CNCCC[C@H](C(C)C)N1CC2(C1)CN(CC2)C=2N=CN=NC2OC2=C(C(=O)N(C(C)C)CC)C=C(C=C2)F)F